o-nitro-phenol [N+](=O)([O-])C1=C(C=CC=C1)O